N-{(4aR,6R)-5,5-difluoro-1-oxo-2-[4-(thiophen-2-yl)-1,2-benzoxazol-3-yl]octahydropyrrolo[1,2-c]pyrimidin-6-yl}methanesulfonamide FC1([C@@H](CN2C(N(CC[C@@H]21)C2=NOC1=C2C(=CC=C1)C=1SC=CC1)=O)NS(=O)(=O)C)F